FC(C=1C=CC=C(C(=O)N)C1)(F)F (E)-5-(trifluoromethyl)benzamide